N-[4-[2-[2-[(1r,4r)-(4-Aminocyclohexyl)amino]pyrimidin-4-yl]-5-ethylphenoxy]-3-fluorophenyl]2-chlorobenzenesulfonamide NC1CCC(CC1)NC1=NC=CC(=N1)C1=C(OC2=C(C=C(C=C2)NS(=O)(=O)C2=C(C=CC=C2)Cl)F)C=C(C=C1)CC